3-(difluoromethyl)benzonitrile FC(C=1C=C(C#N)C=CC1)F